(2S,3S)-2,3-bis(benzoyloxy)butanedioic acid C(C1=CC=CC=C1)(=O)O[C@H](C(=O)O)[C@@H](C(=O)O)OC(C1=CC=CC=C1)=O